CC1=C(C=C(C=C1O)CCCCCCCC\C=C\C\C=C\CC)O 2-methyl-5-[(9E,12E)-pentadeca-9,12-dienyl]benzene-1,3-diol